3-methyl-2-picolylphenyl 2-(4-chlorophenyl)-3-methylpentanoate ClC1=CC=C(C=C1)C(C(=O)OC1=C(C=CC=C1)CC1=NC=CC=C1C)C(CC)C